(Z)-tert-butyl (4-((2-((4-(N,N-diisopropylsulfamoyl)phenyl)carbamoyl)phenyl)thio)-3-fluorobut-2-en-1-yl)carbamate C(C)(C)N(S(=O)(=O)C1=CC=C(C=C1)NC(=O)C1=C(C=CC=C1)SC/C(=C/CNC(OC(C)(C)C)=O)/F)C(C)C